2-chloro-4-[[5-(3-ethyl-1,2,4-oxadiazol-5-yl)-4-[[(1S)-2-hydroxy-1-phenyl-ethyl]amino]pyrimidin-2-yl]amino]benzamide ClC1=C(C(=O)N)C=CC(=C1)NC1=NC=C(C(=N1)N[C@H](CO)C1=CC=CC=C1)C1=NC(=NO1)CC